C[SiH2]OCC(OCC)OCC Methyldiethoxyethoxysilane